1-[4-[[5-fluoro-4-[3-[4-hydroxy-4-(hydroxymethyl)piperidine-1-carbonyl]phenyl]pyrimidin-2-yl]amino]-1-piperidyl]ethanone FC=1C(=NC(=NC1)NC1CCN(CC1)C(C)=O)C1=CC(=CC=C1)C(=O)N1CCC(CC1)(CO)O